3,4-bis(2,2,3,3,4,4,4-heptafluorobutyl)-1H-pyrrole-2,5-dicarboxylic acid FC(CC1=C(NC(=C1CC(C(C(F)(F)F)(F)F)(F)F)C(=O)O)C(=O)O)(C(C(F)(F)F)(F)F)F